ClC1=C2C(=C(C(=NC2=CC=C1)Cl)[N+](=O)[O-])NC dichloro-N-methyl-3-nitroquinolin-4-amine